C[C@H]1CN2C(O1)=C(C=N2)[S@@](=O)(NC(NC2=C1C(=CC=3CCCC23)CC1)=O)=NC(C1=CC=CC=C1)(C1=CC=CC=C1)C1=CC=CC=C1 (S,2S)-2-methyl-N-((2,4,5,6-tetrahydro-1H-cyclobuta[f]inden-3-yl)carbamoyl)-N'-trityl-2,3-dihydropyrazolo[5,1-b]oxazole-7-sulfonimidamide